N-hydroxy-2,4-dimethyl-N-(4-((4-(4-(trifluoromethyl)piperidin-1-yl)phenyl)amino)benzyl)oxazole-5-carboxamide ON(C(=O)C1=C(N=C(O1)C)C)CC1=CC=C(C=C1)NC1=CC=C(C=C1)N1CCC(CC1)C(F)(F)F